BrC1=C(C=C2CCN3C(C2=C1)=C(N=C3C(=O)N[C@](C(=O)O)(CC(F)(F)F)C)C=3SC=CC3)OC (S)-2-(9-bromo-8-methoxy-1-(thiophen-2-yl)-5,6-dihydroimidazo[5,1-a]isoquinoline-3-carboxamido)-4,4,4-trifluoro-2-methylbutanoic acid